OCC=1C=C(CCNC(OC(C)(C)C)=O)C=CC1 tert-butyl 3-(hydroxymethyl)phenethylcarbamate